N-(1,1'-biphenyl-2-yl)-N-(3,3'',5,5''-tetra-tert-butyl-1,1':3',1''-terphenyl-5'-yl)-9,9-dimethyl-9H-fluoren-2-amine C1(=C(C=CC=C1)N(C1=CC=2C(C3=CC=CC=C3C2C=C1)(C)C)C=1C=C(C=C(C1)C1=CC(=CC(=C1)C(C)(C)C)C(C)(C)C)C1=CC(=CC(=C1)C(C)(C)C)C(C)(C)C)C1=CC=CC=C1